FC1=CC(=C(C=C1C=1C=NN(C1)C)O)C=1N=NC(=CC1)O[C@H]1[C@H]([C@@H]2CCC[C@H](C1)N2)F 4-fluoro-2-(6-(((1s,2s,3r,5r)-2-fluoro-9-azabicyclo[3.3.1]non-3-yl)oxy)pyridazin-3-yl)-5-(1-methyl-1H-pyrazol-4-yl)phenol